C[NH+](C)C.[La+3] lanthanum trimethylammonium